2-(methylsulfamoyl)benzene CNS(=O)(=O)C1=CC=CC=C1